FC1CCN2C1C1=CC=C(C=C1CC2)C(=O)NO fluoro-N-hydroxy-1,2,3,5,6,10b-hexahydropyrrolo[2,1-a]isoquinoline-8-carboxamide